COC1=CC=C(C(=N1)C)NC(C1=C(C=CC=C1)NC1=C(C=CC=C1)C)=O N-(6-methoxy-2-methylpyridin-3-yl)-2-(o-tolylamino)benzamide